(2'S,3S,6'S)-2',6-dimethyl-6'-(1-methyltriazol-4-yl)spiro[indoline-3,4'-piperidine]-2-one C[C@@H]1N[C@@H](C[C@]2(C1)C(NC1=CC(=CC=C12)C)=O)C=1N=NN(C1)C